4-((3-(benzo[d][1,3]dioxol-5-yl)-1H-pyrazol-5-yl)amino)-N-(1-methylpiperidin-4-yl)benzenesulfonamide O1COC2=C1C=CC(=C2)C2=NNC(=C2)NC2=CC=C(C=C2)S(=O)(=O)NC2CCN(CC2)C